O(C1=CC=CC=C1)C1=C(C=CC=C1)/C(/C(=O)OC)=C\OC (E)-methyl 2-[2-phenoxyphenyl]-3-methoxyacrylate